CC1=C(OC2=C1C=CC(=C2)C)C2=CC=CC=C2 3,6-Dimethyl-2-phenylbenzofuran